[[3-[(2,1,3-Benzothiadiazol-4-ylsulfonyl)amino]-2-thienyl]carbonyl]-L-arginin N=1SN=C2C1C=CC=C2S(=O)(=O)NC2=C(SC=C2)C(=O)N[C@@H](CCCNC(N)=N)C(=O)O